The molecule is a member of the class of phenylacetic acids that is phenylacetic acid in which the phenyl grup is substituted at the para- position by a nitro group. It is a C-nitro compound and a member of phenylacetic acids. It derives from a phenylacetic acid. It is a conjugate acid of a (4-nitrophenyl)acetate. C1=CC(=CC=C1CC(=O)O)[N+](=O)[O-]